C(C)(C)(C)N1N=C(C=C1NC(OCC1=CC=CC=C1)=O)[C@@H]1C[C@@H](CC1)O Benzyl {1-tert-butyl-3-[(1S,3R)-3-hydroxycyclopentyl]-1H-pyrazol-5-yl}carbamate